1-(5-bromo-2-fluorobenzyl)-4-(3-(1-methyl-1H-pyrazol-4-yl)-1H-indazol-5-yl)pyridin-2(1H)-one BrC=1C=CC(=C(CN2C(C=C(C=C2)C=2C=C3C(=NNC3=CC2)C=2C=NN(C2)C)=O)C1)F